BrC1=C(C=CC=C1)C1=NN2C(=NC=3C=CC=CC3C2=N1)N[C@H]1C(NCCC1)=O (3R)-3-{[2-(2-bromophenyl)[1,2,4]triazolo[1,5-c]quinazolin-5-yl]amino}piperidin-2-one